CC1(OC(C(O1)(Cl)F)(Cl)F)C 2,2-bis(methyl)-4,5-difluoro-4,5-dichloro-1,3-dioxolane